(S)-1-(2-(1H-indol-3-yl)ethyl)-6,7-dimethoxy-2-(methylsulfonyl)-1,2,3,4-tetrahydroisoquinoline N1C=C(C2=CC=CC=C12)CC[C@@H]1N(CCC2=CC(=C(C=C12)OC)OC)S(=O)(=O)C